CC1=C(C=C(C(=C1)O)C(C)(C)C)C(CC(C)C1=C(C=C(C(=C1)C(C)(C)C)O)C)C1=C(C=C(C(=C1)C(C)(C)C)O)C 1,1,3-tris-(2-methyl-4-hydroxyl-5-t-butyl-phenyl)butane